bis[di-tert-butyl-(4-dimethylaminophenyl)phosphorus] palladium (II) [Pd+2].C(C)(C)(C)P(C1=CC=C(C=C1)N(C)C)C(C)(C)C.C(C)(C)(C)P(C1=CC=C(C=C1)N(C)C)C(C)(C)C